gamma-aminopropyl-ethyldimethoxysilane NCCC[Si](OC)(OC)CC